GLUCOPYRANOSYL-DIPHENYLMETHAN C1([C@H](O)[C@@H](O)[C@H](O)[C@H](O1)CO)C(C1=CC=CC=C1)C1=CC=CC=C1